Methyl (±)-2-aminoisobutyrate NC(C(=O)OC)(C)C